FCCOC=1C(=NON1)C(=O)N 4-(2-fluoroethoxy)-1,2,5-oxadiazole-3-carboxamide